fluoro-N-(3-methoxy-4-(4-dimethylaminopiperidin-1-yl)phenyl)-4-(1-isopropyl-1H-pyrazol-4-yl)pyrimidin-2-amine FC=1C(=NC(=NC1)NC1=CC(=C(C=C1)N1CCC(CC1)N(C)C)OC)C=1C=NN(C1)C(C)C